(2S,3S)-2-amino-3-(1H-indol-3-yl)-4-methylhexanoic acid N[C@H](C(=O)O)[C@@H](C(CC)C)C1=CNC2=CC=CC=C12